4-nitro-3,5-diaminopyrazole [N+](=O)([O-])C=1C(=NNC1N)N